8-nonyl-2,3,6,11,12-pentakis(pentyloxy)triphenylene C(CCCCCCCC)C=1C=C(C=C2C=3C=C(C(=CC3C3=C(C(=CC=C3C12)OCCCCC)OCCCCC)OCCCCC)OCCCCC)OCCCCC